CC1=C(C2=C(N=N1)SC1=C2N=CN=C1N1CC(CC1)C(=O)NC1=NC=CC=C1)C 1-(3,4-dimethylpyrimido[4',5':4,5]thieno[2,3-c]pyridazin-8-yl)-N-(2-pyridyl)pyrrolidine-3-carboxamide